BrC=1N=C2N(C=CC(=C2)C)C1I 2-bromo-3-iodo-7-methylimidazo[1,2-a]pyridine